dibutylbis(triethoxysilyloxy)tin C(CCC)[Sn](O[Si](OCC)(OCC)OCC)(O[Si](OCC)(OCC)OCC)CCCC